C1CCC(C1)[Si](OC)(OC)OC 4-cyclopentyltrimethoxysilane